tert-Butyl (3S)-3-((4-(2-(4-amino-3-chloro-2-fluoro-phenoxy)-3-pyridyl)pyrimidin-2-yl)amino)piperidine-1-carboxylate NC1=C(C(=C(OC2=NC=CC=C2C2=NC(=NC=C2)N[C@@H]2CN(CCC2)C(=O)OC(C)(C)C)C=C1)F)Cl